C(C)(C)(C)OOC(CCCCCCCCC)OOC(C)(C)C bis(tert-butylperoxy)decane